4-BROMO-2-CHLORO-5-PYRAZOL-1-YLPHENOL BrC1=CC(=C(C=C1N1N=CC=C1)O)Cl